COC1=CC=C(C=C1)C1=CC(SS1)=S 5-(p-methoxyphenyl)-1,2-dithiole-3-thione